CC1=NC2=CC3=C(C=C2C(=N1)N[C@@H](C)C1=CC(=CC=C1)C(F)(F)F)OCCO3 (S)-2-methyl-N-(1-(3-(trifluoromethyl)phenyl)ethyl)-7,8-dihydro-[1,4]dioxino[2,3-g]quinazolin-4-amine